FC=1C=C(C=2C3=C(N(C2C1)CC1=CC=C(CP(O)(O)=O)C=C1)C=CC(=N3)C)F (4-((7,9-difluoro-2-methyl-5H-pyrido[3,2-b]indol-5-yl)methyl)benzyl)phosphonic acid